4-amino-2,5,6-trichloronicotinic acid NC1=C(C(=NC(=C1C(=O)O)Cl)Cl)Cl